OC1=CC=CC(=N1)C1CCN(CC1)CC=1N(C2=C(N1)C=CC(=C2)C(=O)OC)CCOC methyl 2-[[4-(6-hydroxy-2-pyridyl)-1-piperidyl]methyl]-3-(2-methoxyethyl)benzimidazole-5-carboxylate